OC1(C(C=O)C=CC=C1)C1CCC(CC1)CCC 2-hydroxy-2-(4-propylcyclohexyl)benzaldehyde